o-tolylmethyl glycidyl ether C(C1CO1)OCC1=C(C=CC=C1)C